ClC1=C(C=C(C=C1)Cl)[C@@H]1CN(CC1)C(=O)NC1=C(C=C(C=C1C)CO)C |r| Racemic-3-(2,5-Dichlorophenyl)-N-(4-(hydroxymethyl)-2,6-dimethylphenyl)pyrrolidine-1-carboxamide